(E)-1-naphthyl-2-octen-1-ol C1(=CC=CC2=CC=CC=C12)C(\C=C\CCCCC)O